2-(2-methylquinolin-5-yl)-3,4-dihydroisoquinolin CC1=NC2=CC=CC(=C2C=C1)N1CC2=CC=CC=C2CC1